(6R)-6-benzyloxy-17-(tert-butoxycarbonylamino)-6,15-bis(trifluoromethyl)-19-oxa-3,4,13,18-tetraazatricyclo[12.3.1.12,5]nonadec-1(17),2,4,9,14(18),15-hexa-ene-12-carboxylic acid C(C1=CC=CC=C1)O[C@]1(C2=NN=C(C3=C(C=C(C(NC(CC=CCC1)C(=O)O)=N3)C(F)(F)F)NC(=O)OC(C)(C)C)O2)C(F)(F)F